ClCC(=O)C1=C(N(C=2C1=NC=CC2)C2=CC=C(C#N)C=C2)C 4-[3-(2-Chloro-acetyl)-2-methyl-pyrrolo[3,2-b]pyridin-1-yl]-benzonitrile